3-cyclopentyl-propane-1-one-oxime acetate C(C)(=O)O.C1(CCCC1)CCC=NO